4-((5-(1-(4-(5-(difluoromethyl)-1,3,4-oxadiazol-2-yl)benzyl)-1H-1,2,3-triazol-4-yl)-1H-indol-3-yl)methyl)morpholine FC(C1=NN=C(O1)C1=CC=C(CN2N=NC(=C2)C=2C=C3C(=CNC3=CC2)CN2CCOCC2)C=C1)F